C1=NCCC2=C1C1=C(O2)C=CC=C1 3,4-dihydrobenzofuro[3,2-c]pyridin